C(C#C)OC1=CC=C(C(=O)C2=CC=C(OCCCNC(OC(C)(C)C)=O)C=C2)C=C1 tert-butyl (3-(4-(4-(prop-2-yn-1-yloxy)benzoyl)phenoxy)propyl)carbamate